hexane-1,6-dialdehyde C(CCCCC=O)=O